NC1=C(NC/C=C/CNC(OC(C)(C)C)=O)C(=CC(=C1)C(N)=O)OC tert-butyl N-[(E)-4-(2-amino-4-carbamoyl-6-methoxy-anilino)but-2-enyl]carbamate